ClC1=C(C=C(CC(C(=O)N)C)C=C1)C=1NC(C=C(N1)C=1C=NC(=CC1)OCC(F)(F)F)=O (4-chloro-3-{6-oxo-4-[6-(2,2,2-trifluoroethoxy)pyridin-3-yl]-1,6-dihydropyrimidin-2-yl}benzyl)propanamide